di-tert-butyl (2R,4aS,8aS)-2-(2-hydroxyethyl)octahydroquinoxaline-1,4-dicarboxylate OCC[C@H]1N([C@H]2CCCC[C@@H]2N(C1)C(=O)OC(C)(C)C)C(=O)OC(C)(C)C